NC1=CC=C(C=C1)C=1C(=O)NC(C1)=O para-aminophenylmaleimide